NC1=NN2C(C=C(C=C2)C=2C(=CC(=C(C(=O)NCC[C@H](O)C3=CC=C(C=C3)Cl)C2)C)C)=N1 (S)-5-(2-amino-[1,2,4]triazolo[1,5-a]pyridin-7-yl)-N-(3-(4-chlorophenyl)-3-hydroxypropyl)-2,4-dimethylbenzamide